Z-9-octadecenyl acetate C(C)(=O)OCCCCCCCC\C=C/CCCCCCCC